Methyl 1-({4H,5H,6H,7H,8H,9H-cycloocta[b]thiophen-2-ylformamido}methyl)cyclohexane-1-carboxylate S1C2=C(C=C1C(=O)NCC1(CCCCC1)C(=O)OC)CCCCCC2